BrC1=CC2=C(N=C(N=C2N[C@H](C)C=2C(=C(C=CC2)C(CN(C(C)=O)C)(F)F)F)C)C=N1 N-[2-(3-{(1R)-1-[(6-bromo-2-methylpyrido[3,4-d]pyrimidin-4-yl)amino]ethyl}-2-fluorophenyl)-2,2-difluoroethyl]-N-methylacetamide